CC1(C(C1)C=1C=CC2=C(C3C(O2)C3)C1)C 5-(2,2-dimethylcyclopropyl)1a,6b-dihydro-1h-cyclopropa[b]benzofuran